ethyl 3-(2-(((tert-butoxycarbonyl)amino)methyl)-6-cyclopropylimidazo[1,2-a]pyridin-8-yl)propanoate C(C)(C)(C)OC(=O)NCC=1N=C2N(C=C(C=C2CCC(=O)OCC)C2CC2)C1